C(=O)C=1C=NC=CC1OC 3-FORMYL-4-METHOXYPYRIDINE